CN1NC=CC=C1 1-methyl-pyridazin